COC1=CC=C(C=C1)CN1N=C(N=C1)C=1C(=NC=CN1)C(C)N 1-[3-[1-[(4-methoxyphenyl)methyl]-1,2,4-triazol-3-yl]pyrazin-2-yl]ethylamine